Methyl (S)-3-methyl-4-(3-(trifluoromethyl)phenyl)-2,3,4,5-tetrahydrobenzo[f][1,4]oxazepine-8-carboxylate C[C@H]1COC2=C(CN1C1=CC(=CC=C1)C(F)(F)F)C=CC(=C2)C(=O)OC